Bis(2,4,6-trimethylbenzoyl)-phenoxyphosphine oxide CC1=C(C(=O)P(OC2=CC=CC=C2)(C(C2=C(C=C(C=C2C)C)C)=O)=O)C(=CC(=C1)C)C